2-(bromomethyl)-[1,1'-biphenyl]-4,4'-dicarboxylic acid dimethyl ester COC(=O)C1=CC(=C(C=C1)C1=CC=C(C=C1)C(=O)OC)CBr